2-(3-phenylquinoxalin-2-yl)phenol C1(=CC=CC=C1)C=1C(=NC2=CC=CC=C2N1)C1=C(C=CC=C1)O